ClCCN(C(=O)N)N=O 1-(2-chloroethyl)-1-nitrosourea